tert-butyl N-[(12S)-6-benzyloxy-12-methyl-6,15-bis(trifluoromethyl)-13,19-dioxa-3,4,18-triazatricyclo[12.3.1.12,5]nonadeca-1(18),2,4,9,14,16-hexaen-17-yl]carbamate C(C1=CC=CC=C1)OC1(C2=NN=C(C=3C(=CC(=C(O[C@H](CC=CCC1)C)N3)C(F)(F)F)NC(OC(C)(C)C)=O)O2)C(F)(F)F